2,3,4,9-tetrahydro-1H-carbazol-1-one oxime C1(CCCC=2C3=CC=CC=C3NC12)=NO